N-[3-[2-(difluoromethoxy)-5-[3-fluoro-5-(3-hydroxy-1-methyl-azetidin-3-yl)phenoxy]phenyl]-1-ethyl-pyrazol-4-yl]pyrazolo[1,5-a]pyrimidine-3-carboxamide FC(OC1=C(C=C(C=C1)OC1=CC(=CC(=C1)C1(CN(C1)C)O)F)C1=NN(C=C1NC(=O)C=1C=NN2C1N=CC=C2)CC)F